ClC=1N=CC=C2C(=CC(=NC12)N1[C@@H](COCC1)C)O 8-chloro-2-((R)-3-methylmorpholin-4-yl)-[1,7]Naphthyridin-4-ol